NC1=C(C(=NC=N1)OC1=CC(=C(C=C1)NC(=O)NC1=CC(=NN1C1=CC=C(C=C1)N(C)C)C(C)(C)C)F)C#C 1-(4-((6-amino-5-ethynylpyrimidin-4-yl)oxy)-2-fluorophenyl)-3-(3-(tert-butyl)-1-(4-(dimethylamino)phenyl)-1H-pyrazol-5-yl)urea